6-(8-(pyrazolo[1,5-a]pyridin-6-ylsulfonyl)-8-azaspiro[4.5]dec-2-yl)-2-oxa-6-azaspiro[3.3]heptane N1=CC=C2N1C=C(C=C2)S(=O)(=O)N2CCC1(CCC(C1)N1CC3(COC3)C1)CC2